C(C1=CC=CC=C1)SC1=[N+](C=C(C(=C1)[N+](=O)[O-])N(CC1CCOCC1)C(=O)OC(C)(C)C)[O-] (benzylthio)-5-((tert-butoxycarbonyl)((tetrahydro-2H-pyran-4-yl)methyl)amino)-4-nitropyridine 1-oxide